3-(benzo[d]thiazol-6-yl)-6-(1-methyl-1H-pyrazol-4-yl)-2-(6-methylpyridin-2-yl)-2,6-dihydro-7H-pyrazolo[3,4-c]pyridin-7-one S1C=NC2=C1C=C(C=C2)C=2N(N=C1C(N(C=CC12)C=1C=NN(C1)C)=O)C1=NC(=CC=C1)C